tert-Butyl 3-(1-hydroxy-2-((4-methoxybenzyl)amino)ethyl)azetidine-1-carboxylate OC(CNCC1=CC=C(C=C1)OC)C1CN(C1)C(=O)OC(C)(C)C